benzo[b]thiophene-3-carbonitrile S1C2=C(C(=C1)C#N)C=CC=C2